OC(C)(C)C1C2CN(CC12)C(=O)OC(C)(C)C tert-butyl exo-6-(2-hydroxypropan-2-yl)-3-azabicyclo[3.1.0]hexane-3-carboxylate